4'-(2-(2-(piperidin-4-yl)phenyl)pyrrolidin-1-yl)-[1,1'-biphenyl]-4-carboxamide N1CCC(CC1)C1=C(C=CC=C1)C1N(CCC1)C1=CC=C(C=C1)C1=CC=C(C=C1)C(=O)N